C(#N)C1=C(C=C(C=C1)C=1C(=NN(C1)CC(=O)NC1=CC(=C(C=C1)C)C(F)(F)F)C)F 2-(4-(4-cyano-3-fluorophenyl)-3-methyl-1H-pyrazol-1-yl)-N-(4-methyl-3-(trifluoromethyl)phenyl)acetamide